2-(3-amino-1,1-dioxo-thietan-3-yl)acetamide NC1(CS(C1)(=O)=O)CC(=O)N